lithium 1,1-dicyanotrifluoroethoxytrifluoroborate C(#N)C(C(F)(F)F)(O[B-](F)(F)F)C#N.[Li+]